C1(CC2C(CC1)O2)CC2CC1C(CC2)O1 3,4-epoxycyclohexylmethyl-3,4-epoxy-cyclohexane